C(C1=CC=CC=C1)OCCCCN1CCC2(CC(OC(C2)=O)=O)CC1 9-(4-(benzyloxy)butyl)-3-oxa-9-azaspiro[5.5]undecane-2,4-dione